ClC=1C=C(C=NC1N1N=CC(=N1)COC)NC(=O)C=1C=NN(C1C(F)(F)F)C1=C2C=CC=NC2=CC=C1 N-(5-chloro-6-(4-(methoxymethyl)-2H-1,2,3-triazol-2-yl)pyridin-3-yl)-1-(quinolin-5-yl)-5-(trifluoromethyl)-1H-pyrazole-4-carboxamide